(1R,4R)-4-((4-((dimethylamino)methyl)-6-((5-(5-phenyl-1,3,4-oxadiazol-2-yl)thiazole-2-yl)amino)pyridin-2-yl)amino)cyclohexan-1-ol CN(C)CC1=CC(=NC(=C1)NC=1SC(=CN1)C=1OC(=NN1)C1=CC=CC=C1)NC1CCC(CC1)O